C(CCCC)C1=CC2=C(C3=CC=CC=C3C(=C2C=C1)OC(CC(=O)OC(C)C)C)OC(CC(=O)OC(C)C)C 2-pentyl-9,10-bis(isopropoxycarbonylpropyleneoxy)anthracene